2-(4-cyclopropyl-6-methoxy-pyrimidin-5-yl)-9-[[2-(methoxymethoxy)-4-[1-methyl-4-(trifluoromethyl)imidazol-2-yl]phenyl]methyl]-7-methyl-purin-8-imine C1(CC1)C1=NC=NC(=C1C1=NC=C2N(C(N(C2=N1)CC1=C(C=C(C=C1)C=1N(C=C(N1)C(F)(F)F)C)OCOC)=N)C)OC